C(C)[Si](OC=1CC2C(CN(C2)C(=O)OC(C)(C)C)C1)(CC)CC tert-Butyl 5-((triethylsilyl)oxy)-3,3a,4,6a-tetrahydrocyclopenta[c]pyrrole-2(1H)-carboxylate